[Cl-].[Cl-].C[Si](=[Zr+2](C1C(=CC2=C(C=CC=C12)C1=CC=C(C=C1)C(C)(C)C)C(C)C)C1C(=C(C(=C1C)C)C)C)C dimethyl-silanediyl(2,3,4,5-tetramethylcyclopentadienyl)(4-(4-(tert-butyl)phenyl)-2-isopropyl-1H-inden-1-yl)zirconium dichloride